C1(CC1)C=1N=C2N(N=CC=C2C(=O)NC2CC=3C(=CSC3)C2)C1C(=O)N 2-Cyclopropyl-N8-(5,6-dihydro-4H-cyclopenta[c]thiophen-5-yl)imidazo[1,2-b]pyridazine-3,8-dicarboxamide